NC\C=C(\CN1C(=NC2=C1C=CC=C2C2=CC=C(C=C2)S(=O)(=O)NC(C)(C)C)C(C)C)/F (Z)-4-(1-(4-amino-2-fluorobut-2-en-1-yl)-2-isopropyl-1H-benzo[d]imidazol-4-yl)-N-(tert-butyl)benzenesulfonamide